(3a,8a-dihydro-8H-indeno[1,2-d]oxazolin-2-yl)pyridine O1C(=NC2C1CC=1C=CC=CC12)C1=NC=CC=C1